C(C1=CC=CC=C1)N1CCC(CC1)C1=CC=C2C(=N1)CN(C2=O)C(C(=O)OC)CCC(=O)OC Dimethyl 2-(2-(1-benzylpiperidin-4-yl)-5-oxo-5H-pyrrolo[3,4-b]pyridin-6(7H)-yl)pentanedioate